ClC1=C(C=CC(=C1)Cl)/C=C/C(=O)C1=CC=C(C=C1)O (E)-3-(2,4-dichlorophenyl)-1-(4-hydroxyphenyl)prop-2-en-1-one